ClC=1C(=CC(=C(C1)NC1=NC=NC2=CC(=C(C=C12)NC(C=C)=O)OC)C(C)(C)O)OC1=CC(=CC=C1)C(F)(F)F N-(4-((5-chloro-2-(2-hydroxypropan-2-yl)-4-(3-(trifluoromethyl)phenoxy)phenyl)amino)-7-methoxyquinazolin-6-yl)acrylamide